Cl[Cu-2](Cl)(Cl)Cl tetrachlorocopper (2-)